S(=O)(=O)(O)O.C(CN)N ethylenediamine sulfate salt